(2R,4R)-6-chloro-4-hydroxy-N-(3-{4-[3-(trifluoromethoxy)azetidine-1-carbonyl]-1H-imidazol-1-yl}bicyclo[1.1.1]pentan-1-yl)-3,4-dihydro-2H-1-benzopyran-2-carboxamide ClC=1C=CC2=C([C@@H](C[C@@H](O2)C(=O)NC23CC(C2)(C3)N3C=NC(=C3)C(=O)N3CC(C3)OC(F)(F)F)O)C1